5-(8-fluoro-2-methylimidazo[1,2-a]pyridin-6-yl)-N-isopropyl-7H-pyrrolo[2,3-d]pyrimidin-2-amine FC=1C=2N(C=C(C1)C1=CNC=3N=C(N=CC31)NC(C)C)C=C(N2)C